Cl.ClC1=CC(=C2C=NNC2=C1)C1CCC(CC1)N 4-(6-chloro-1H-indazol-4-yl)cyclohexylamine HCl